tert-butyl ((S)-1-(trans-4-(2-bromo-5-cyanobenzoyl)-1-methoxy-4-((trimethylsilyl)oxy)cyclohexyl)propan-2-yl)carbamate BrC1=C(C(=O)C2(CCC(CC2)(OC)C[C@H](C)NC(OC(C)(C)C)=O)O[Si](C)(C)C)C=C(C=C1)C#N